N-(1-benzylpiperidin-4-yl)-5-bromovaleramide C(C1=CC=CC=C1)N1CCC(CC1)NC(CCCCBr)=O